FC1=C(C=CC=O)C=CC=C1 2-FLUOROCINNAMALDEHYDE